5-CHLORO-1-METHYL-3-(TRIFLUOROMETHYL)-1H-PYRAZOLE-4-CARBALDEHYDE ClC1=C(C(=NN1C)C(F)(F)F)C=O